C1(CC1)C=1C=C(C=C(C1)N1CC(OCC1)(C)C)N1C(N(C=C1C)CC=1C=NN(C1)CC)=O 3-[3-cyclopropyl-5-(2,2-dimethylmorpholin-4-yl)phenyl]-1-[(1-ethyl-1H-pyrazol-4-yl)methyl]-4-methyl-1,3-dihydro-2H-imidazol-2-one